4-(cyclopropylmethoxy)-5-(1-methylpiperidin-4-yl)-1H-benzo[d]imidazole C1(CC1)COC1=C(C=CC=2NC=NC21)C2CCN(CC2)C